C(C)OC(\C=C\C(NC1=C(C=NC=C1)C)=O)=O (E)-3-(3-Methyl-pyridin-4-ylcarbamoyl)-acrylic acid ethyl ester